3-chloro-5-amino-1H-indole-1,2-dicarboxylic acid di-tert-butyl ester C(C)(C)(C)OC(=O)N1C(=C(C2=CC(=CC=C12)N)Cl)C(=O)OC(C)(C)C